COC1=NC=CC2=C(C=CC=C12)C1=NSC(=C1C(F)(F)F)C(=O)OCC ETHYL 3-(1-METHOXYISOQUINOLIN-5-YL)-4-(TRIFLUOROMETHYL)ISOTHIAZOLE-5-CARBOXYLATE